(S)-4-(2-((6-chloro-2-methylpyridin-3-yl)sulfonyl)-2-azaspiro[3.4]oct-6-yl)morpholine ((2-methoxy-6-(2-methyl-[1,1'-biphenyl]-3-yl)pyridin-3-yl)methyl)glycinate COC1=NC(=CC=C1CNCC(=O)O)C=1C(=C(C=CC1)C1=CC=CC=C1)C.ClC1=CC=C(C(=N1)C)S(=O)(=O)N1CC2(C1)C[C@H](CC2)N2CCOCC2